C1C(CC12CCC2)CN spiro[3.3]hept-2-ylmethylamine